N-(3-Bromophenyl)-4-(6-methyl-6,7,8,9-tetrahydro-5H-pyrido[3',4':4,5]pyrrolo[2,3-d]pyrimidin-4-yl)-3,6-dihydropyridine-1(2H)-carboxamide BrC=1C=C(C=CC1)NC(=O)N1CCC(=CC1)C=1C2=C(N=CN1)NC1=C2CN(CC1)C